1-(4-(1-(difluoromethyl)-1H-pyrazol-3-yl)-2-(4-(trifluoromethyl)phenyl)-5,8-dihydropyrido[3,4-d]pyrimidin-7(6H)-yl)prop-2-en-1-one FC(N1N=C(C=C1)C=1C2=C(N=C(N1)C1=CC=C(C=C1)C(F)(F)F)CN(CC2)C(C=C)=O)F